ClC1=NC=C(C(=C1)C1=C(C=NC(=C1)C)C(=O)NC=1SC(=NN1)OCC1COCC1C)OC 2'-chloro-5'-methoxy-6-methyl-N-(5-((4-methyltetrahydrofuran-3-yl)methoxy)-1,3,4-thiadiazol-2-yl)-(4,4'-bipyridine)-3-carboxamide